(1H-pyrazole-4-yl)boronic acid N1N=CC(=C1)B(O)O